NC(CC(=O)O)C 3-aminobutanoic acid